2-(4-(3-fluoro-5-methoxy-4-((4-trityl-4H-1,2,4-triazol-3-yl)methoxy)phenyl)-3-methyl-2-oxo-6-(trifluoromethyl)-2,3-dihydro-1H-benzo[d]imidazol-1-yl)-N-(5-methoxypyridin-3-yl)acetamide FC=1C=C(C=C(C1OCC1=NN=CN1C(C1=CC=CC=C1)(C1=CC=CC=C1)C1=CC=CC=C1)OC)C1=CC(=CC=2N(C(N(C21)C)=O)CC(=O)NC=2C=NC=C(C2)OC)C(F)(F)F